Methyl 1,4-dimethyl-3-[[1-[(2-methylpropan-2-yl)oxycarbonylamino]cyclopropyl]methoxy]-6,7-dihydro-5H-cyclopenta[c]pyridine-6-carboxylate CC1=NC(=C(C2=C1CC(C2)C(=O)OC)C)OCC2(CC2)NC(=O)OC(C)(C)C